ClC=1C=C2C(=NN(C2=CC1C(=O)N[C@H]1[C@H]2CC[C@@H](C1)N2C#N)C)C2=NC(=CC=C2)C 5-chloro-N-((1R,2R,4S)-7-cyano-7-azabicyclo[2.2.1]heptan-2-yl)-1-methyl-3-(6-methyl-2-pyridinyl)-1H-indazole-6-carboxamide